ClC1=C(C=CC(=C1C)F)B(O)O (2-chloro-4-fluoro-3-methylphenyl)boronic acid